Diammonia nitrogen [N].N.N